CC1=NC(=CC2=C1C=CS2)C 4,6-dimethylthieno[3,2-c]pyridine